7-(1-cyanopiperidin-4-yl)-2-(4-phenoxyphenyl)-1H-imidazo[1,2-b]pyrazole-3-carboxamide C(#N)N1CCC(CC1)C1=C2N(N=C1)C(=C(N2)C2=CC=C(C=C2)OC2=CC=CC=C2)C(=O)N